FC(C[C@@H](C(=O)NC1=NC=CC(=C1)C1=C(C=2C(=NC=C(N2)F)N1)C1=NC=CC=C1)C1=CC=C(C=C1)F)F |o1:3| (2R or S)-4,4-difluoro-2-(4-fluorophenyl)-N-{4-[2-fluoro-7-(pyridin-2-yl)-5H-pyrrolo[2,3-b]pyrazin-6-yl]pyridin-2-yl}butanamide